3-ethoxy-N-methyl-5-((2'-methyl-[3,4'-bipyridin]-2-yl)oxy)benzamide C(C)OC=1C=C(C(=O)NC)C=C(C1)OC1=NC=CC=C1C1=CC(=NC=C1)C